(2r,3r,11br)-3-(2,2-dimethylpropyl)-10-methoxy-9-(1,2-oxazol-5-ylmethoxy)-1h,2h,3h,4h,6h,7h,11bh-pyrido[2,1-a]isoquinolin-2-ol CC(C[C@H]1[C@@H](C[C@H]2N(CCC3=CC(=C(C=C23)OC)OCC2=CC=NO2)C1)O)(C)C